FC1=C(C=C(C(=C1)B1OC(C(O1)(C)C)(C)C)C)N1C(C=2N(CC1)N=CC2C)=O 5-(2-fluoro-5-methyl-4-(4,4,5,5-tetramethyl-1,3,2-dioxaborolan-2-yl)phenyl)-3-methyl-6,7-dihydropyrazolo[1,5-a]pyrazin-4(5H)-one